3-(5-(3-hydroxy-1-methyl-2-oxopyrrolidin-3-yl)phenyl)pyrimidine-4-carboxamide OC1(C(N(CC1)C)=O)C=1C=CC=C(C1)N1CN=CC=C1C(=O)N